4-nitroquinolin-3-amine [N+](=O)([O-])C1=C(C=NC2=CC=CC=C12)N